7-(1-(But-2-ynoyl)piperidin-4-yl)-2-(4-(2,4-difluorophenoxy)phenyl)-4,5,6,7-tetrahydropyrazolo[1,5-a]pyrimidine-3-carboxamide C(C#CC)(=O)N1CCC(CC1)C1CCNC=2N1N=C(C2C(=O)N)C2=CC=C(C=C2)OC2=C(C=C(C=C2)F)F